ClC1=CC(=NC=C1)NC1=CC(=NC(=N1)C=1C=NC=CC1)N1CC2(CC1)CC(CCC2)C(=O)NC 2-(6-((4-Chloropyridin-2-yl)amino)-2-(pyridin-3-yl)pyrimidin-4-yl)-N-methyl-2-azaspiro[4.5]decane-7-carboxamide